7-(2-chloro-6-(1-cyclopropyl-1H-1,2,3-triazol-4-yl)phenyl)-3-(isoquinolin-4-yl)quinazoline-2,4(1H,3H)-dione ClC1=C(C(=CC=C1)C=1N=NN(C1)C1CC1)C1=CC=C2C(N(C(NC2=C1)=O)C1=CN=CC2=CC=CC=C12)=O